3-(7-(8-ethynyl-3-hydroxynaphthalen-1-yl)-8-fluoro-2-((tetrahydro-1H-pyrrolizin-7a(5H)-yl)methoxy)pyrido[4,3-d]pyrimidin-4-yl)-3,8-diazabicyclo[3.2.1]oct-6-ene-6-carbonitrile C(#C)C=1C=CC=C2C=C(C=C(C12)C1=C(C=2N=C(N=C(C2C=N1)N1CC2C=C(C(C1)N2)C#N)OCC21CCCN1CCC2)F)O